BrC1=CC=C2C(=C(C(N(C2=C1)C)=O)C#N)N1CCC(CC1)(C=1OC2=C(N1)C=C(C=C2)C)CC 7-Bromo-4-[4-ethyl-4-(5-methyl-1,3-benzoxazol-2-yl)piperidin-1-yl]-1-methyl-2-oxo-1,2-dihydroquinoline-3-carbonitrile